C[Si](CCOCN1C=NC2=C1CN(C2)C(=O)N)(C)C 1-((2-(trimethylsilyl)ethoxy)methyl)-4,6-dihydropyrrolo[3,4-d]imidazole-5(1H)-carboxamide